1-[2-fluoro-6-(trifluoromethyl)phenyl]-5-(1,3-thiazol-2-yl)-1H-pyrazol FC1=C(C(=CC=C1)C(F)(F)F)N1N=CC=C1C=1SC=CN1